FC1=C2C3=C(NC2=CC=C1OC)[C@H]1[C@H]2N(C(C3)=O)C[C@H](C2)C1 (2S,12R,12aS)-7-fluoro-8-methoxy-2,3,6,11,12,12a-hexahydro-2,12-methanopyrrolo[1',2':1,2]azepino[4,5-b]indol-5(1H)-one